(2-ethyl-7-methoxyimidazo[1,2-a]pyridine-3-yl)(4-hydroxyphenyl)methanone C(C)C=1N=C2N(C=CC(=C2)OC)C1C(=O)C1=CC=C(C=C1)O